N-Cyclobutyl-2-(methylthio)thieno[2,3-d]thiazole-5-carboxamide C1(CCC1)NC(=O)C1=CC2=C(N=C(S2)SC)S1